BrC=1C=C2C(=NC1)CCC2 3-bromo-5h,6h,7h-cyclopenta[b]pyridine